CN1N=CC(=C1)C=1C=C(C(=O)N)C=CC1 3-(1-methyl-1H-pyrazol-4-yl)benzamide